C(C)(=O)C1=NC(=CC2=C1CNC2=O)N(C)C(C)C 4-acetyl-6-(isopropyl(methyl)amino)-2,3-dihydro-1H-pyrrolo[3,4-c]pyridin-1-one